2-[(1R)-1-(4-chlorophenyl)-2-[(5-chloropyridin-2-yl)methyl]-1-methoxy-3-oxo-2,3-dihydro-1H-isoindol-5-yl]-2-hydroxy-N-(1-methylpiperidin-4-yl)propanamide indium (Iii) [In+3].ClC1=CC=C(C=C1)[C@@]1(N(C(C2=CC(=CC=C12)C(C(=O)NC1CCN(CC1)C)(C)O)=O)CC1=NC=C(C=C1)Cl)OC